BrC=1C(N(C=C(C1NC(OC(C)(C)C)=O)C(N(C)OC)=O)N1CCOCC1)=O tert-butyl (3-bromo-5-(methoxy(methyl)carbamoyl)-1-morpholino-2-oxo-1,2-dihydropyridin-4-yl)carbamate